C(S(=O)(=O)[O-])S(=O)(=O)[O-] methanedisulfonic acid anion